ClC1=C(C=C(C=C1)N1CC2(C3=NC(=CC=C31)C(=O)N3C(CN(CC3)C3=NC(=C(C(=O)O)C(=C3)C)C)(C)C)CC(C2)C)F 6-(4-(1'-(4-chloro-3-fluorophenyl)-3-methyl-1',2'-dihydrospiro[cyclobutane-1,3'-pyrrolo[3,2-b]pyridine]-5'-carbonyl)-3,3-dimethylpiperazin-1-yl)-2,4-dimethylnicotinic acid